4-(6-((1S,6R,7R)-7-(aminomethyl)-7-(2-fluorophenyl)-3-azabicyclo[4.1.0]heptan-3-yl)-1H-pyrazolo[3,4-b]pyrazin-3-yl)-2-fluorophenol NC[C@@]1([C@@H]2CCN(C[C@H]12)C1=CN=C2C(=N1)NN=C2C2=CC(=C(C=C2)O)F)C2=C(C=CC=C2)F